CC1=NC(=C(C=C1C(=O)C1=CC=C(C=C1)OC)C(=O)C1=CC=C(C=C1)OC)C (2,6-dimethylpyridine-3,5-diyl)bis(4-methoxyphenylmethanone)